NC1=C(C(N(C2=NC(=CC=C12)C(F)(F)F)C1=CC=C(C=C1)N)=O)C(=O)OC methyl 4-amino-1-(4-aminophenyl)-2-oxo-7-(trifluoromethyl)-1,2-dihydro-1,8-naphthyridine-3-carboxylate